diethyleneglycol dimethoxy ether COOCCOCCOOC